N,6-dimethyltryptophan CN[C@@H](CC1=CNC2=CC(=CC=C12)C)C(=O)O